C(C)(=O)O (4R)-acetic acid